BrCC1=NC(=NO1)C1=CC(=CC=C1)Cl 5-(bromomethyl)-3-(3-chlorophenyl)-1,2,4-oxadiazole